NCCOCCOCCNC(OC(C)(C)C)=O tert-butyl N-{2-[2-(2-aminoethoxy)ethoxy]ethyl}-carbamate